C(C(=C)C)(=O)OC1=CC=C(C(=O)ON2C(=O)C3C4C=CC(C3C2=O)C4)C=C1 N-p-methacryloxybenzoyl-oxy-5-norbornene-2,3-dicarboximide